N-[(3R)-1-{5-[3-(4-chloro-2,6-difluorophenyl)-5-methylpyridin-2-yl]-4,5-dihydro-1,2-oxazol-3-yl}-4,4-difluoropyrrolidin-3-yl]methanesulfonamide ClC1=CC(=C(C(=C1)F)C=1C(=NC=C(C1)C)C1CC(=NO1)N1C[C@H](C(C1)(F)F)NS(=O)(=O)C)F